2,N-dicyclohexyl-2-[2-(2-methoxy-phenyl)-benzimidazol-1-yl]-acetamide hydrogen chloride Cl.C1(CCCCC1)C(C(=O)NC1CCCCC1)N1C(=NC2=C1C=CC=C2)C2=C(C=CC=C2)OC